2-amino-3,5-bis(trifluoromethyl)benzonitrile NC1=C(C#N)C=C(C=C1C(F)(F)F)C(F)(F)F